1-(5-bromo-3-methoxy-2-pyridyl)ethanone BrC=1C=C(C(=NC1)C(C)=O)OC